Coenzyme A [C@@H]1([C@H](O)[C@H](OP(=O)(O)O)[C@@H](COP(=O)(O)OP(=O)(O)OCC(C)(C)[C@@H](O)C(=O)NCCC(=O)NCCS)O1)N1C=NC=2C(N)=NC=NC12